4-(1-pyrrolidinylamino)benzoic acid N1(CCCC1)NC1=CC=C(C(=O)O)C=C1